C1(=CC=C(C=C1)N(C1=C(C=CC=C1)C1=CC=C(C=C1)C1=CC=C(C=C1)N(C1=CC=CC=C1)C1=CC=C(C=C1)C1=CC=CC=C1)C1=CC=C(C=C1)C1=CC=CC=C1)C1=CC=CC=C1 2-{bis(biphenyl-4-yl)amino}-4''-{(biphenyl-4-yl)-phenylamino}-1,1':4',1''-terphenyl